C(C)(C)(C)OC(=O)N1CCN2C=3C=CC=C([C@H](CCCCNC([C@H]2C1)=O)N)C3 (7R,14S)-14-amino-8-oxo-2,5,9-triazatricyclo[13.3.1.02,7]nonadec-1(19),15,17-triene-5-carboxylic acid tert-butyl ester